(±)-(4Z)-4-(1,3-benzothiazol-6-ylmethylene)-2-(tetrahydrothiopyran-3-ylamino)-1H-imidazol-5-one S1C=NC2=C1C=C(C=C2)\C=C\2/N=C(NC2=O)N[C@H]2CSCCC2 |r|